tert-butyl (2S,6R)-4-((S)-l-1-chloro-6-oxo-3-(pyridin-3-yl)-10-(trifluoromethyl)-3,4-dihydro-2H,6H-[1,4]thiazepino[2,3,4-ij]quinazolin-8-yl)-2,6-dimethylpiperazine-1-carboxylate ClS1C[C@H](CN2C(N=C(C3=CC(=CC1=C23)C(F)(F)F)N2C[C@@H](N([C@@H](C2)C)C(=O)OC(C)(C)C)C)=O)C=2C=NC=CC2